2-Nitrobenzene-1-sulfonyl chloride [N+](=O)([O-])C1=C(C=CC=C1)S(=O)(=O)Cl